C(CC(CCCCCCCC=CCCCCCC)O)O 11-octadecene-1,3-diol